5,8-Decadienoic acid C(CCCC=CCC=CC)(=O)O